lead-tungsten [W].[Pb]